5-methylbenzonitril CC=1C=CC=C(C#N)C1